1-(2-thienyl)-sulfonylpiperazine S1C(=CC=C1)S(=O)(=O)N1CCNCC1